COC1=C2C=CC(OC2=CC=C1C(=O)NC1=NN(C2=CC=CC=C12)CCCC(C)OC)(C)C 5-Methoxy-N-(1-(2-(2-Methoxypropyl)ethyl)-1H-indazol-3-yl)-2,2-dimethyl-2H-chromene-6-carboxamide